IC1=CC=C(C=C1)NC(=O)C1CCCCC1 N-(4-iodophenyl)cyclohexanecarboxamide